OC1[C@H](O)[C@H](O)[C@H](O1)[C@@H](O)CO L-Talofuranose